COC1=CC=C(C=C1)C=1C=C2C(NC=NC2=CC1)=O 6-(4-methoxyphenyl)-3H-quinazolin-4-one